2,4'-bipyridyl N1=C(C=CC=C1)C1=CC=NC=C1